Tert-Butyl trans-3-(4-(methylthio)phenyl)-4-(4-(trifluoromethyl)benzyloxy)pyrrolidine-1-carboxylate CSC1=CC=C(C=C1)[C@@H]1CN(C[C@H]1OCC1=CC=C(C=C1)C(F)(F)F)C(=O)OC(C)(C)C